C(\C=C\C)(=O)Br (E)-crotonyl bromide